perfluorododecyl-trichlorosilane Platinum [Pt].FC(C(C(C(C(C(C(C(C(C(C(C(F)(F)F)(F)F)(F)F)(F)F)(F)F)(F)F)(F)F)(F)F)(F)F)(F)F)(F)F)([Si](Cl)(Cl)Cl)F